Br.BrC=1C=2N(C(=NC1Cl)Cl)C=CN2 8-bromo-5,7-dichloroimidazo[1,2-c]pyrimidine hydrobromide